C(C)OC=1C=C(CN2C(N(C3=CC=C(C=C3C2=O)OC(CF)CF)C2CCN(CC2)C=O)=O)C=CC1OCC=1SC=CC1 4-[3-[3-ethoxy-4-(thiophen-2-ylmethoxy)benzyl]-6-[2-fluoro-1-(fluoromethyl)ethoxy]-2,4-dioxo-3,4-dihydroquinazolin-1(2H)-yl]piperidine-1-carbaldehyde